(R)-5-bromo-2-(4-chlorophenyl)-2,3-dihydrobenzo[b][1,4]dioxine BrC1=CC=CC=2O[C@@H](COC21)C2=CC=C(C=C2)Cl